ClCCC=1N(C=CN1)C 2-(2-chloroethyl)-1-methyl-1H-imidazole